(2S,4S)-4-(((2-acetamidoethyl)amino)methyl)-N-((R)-1-(4-carbamimidoylthiophen-2-yl)ethyl)-1-((9,9-difluoro-9H-fluorene-3-carbonyl)glycyl)-4-fluoropyrrolidine-2-carboxamide C(C)(=O)NCCNC[C@]1(C[C@H](N(C1)C(CNC(=O)C=1C=CC=2C(C3=CC=CC=C3C2C1)(F)F)=O)C(=O)N[C@H](C)C=1SC=C(C1)C(N)=N)F